Trans-9-fluoro-5-(8-fluoroquinolin-3-yl)-2,3-dimethyl-2,3-dihydro-1H-benzo[e][1,4]diazepine FC1=CC=CC2=C1N[C@H]([C@@H](N=C2C=2C=NC1=C(C=CC=C1C2)F)C)C